1-Benzyl-N-(9-methyl-8-oxo-6,7,8,9-tetrahydro-5H-imidazo[1,2-a][1,3]diazepin-7-yl)-1H-1,2,4-triazol-3-carboxamid C(C1=CC=CC=C1)N1N=C(N=C1)C(=O)NC1C(N(C=2N(CC1)C=CN2)C)=O